FC(C(=O)O)(F)F.ClC1=CC=C(OCC2=NN=C(O2)[C@@H]2CC[C@H](CC2)N)C=C1 trans-4-(5-((4-chlorophenoxy)methyl)-1,3,4-oxadiazol-2-yl)cyclohexan-1-amine 2,2,2-trifluoroacetate